NC=1C=C(CN2C=NC3=C2C=C(C=C3)C3=NNC(=C3)NC(C3=CC=C(C=C3)NC3CCN(CC3)C)=O)C=CC1 N-(3-(1-(3-aminobenzyl)-1H-benzo[d]imidazol-6-yl)-1H-pyrazol-5-yl)-4-((1-methylpiperidin-4-yl)amino)benzamide